O[C@H](C)[C@@H]1[C@H](NC1=O)[C@H](C(=O)OCC1=CC=CC=C1)C Benzyl (2R)-2-[(2S,3S)-3-[(1R)-1-hydroxyethyl]-4-oxoazetidin-2-yl]propanoate